4-(methanesulfonamido)benzamide CS(=O)(=O)NC1=CC=C(C(=O)N)C=C1